C(C)N1C2=CC=CC=C2C=2C(C(C(CC12)C)CN1C(=CC=C1)C(F)(F)F)=O 9-ethyl-2-methyl-3-((2-(trifluoromethyl)-1H-pyrrol-1-yl)methyl)-1,2,3,9-tetrahydro-4H-carbazol-4-one